N'-(2,3-dihydroxypropyl)-5-hydroxy-1,3-benzenedicarboxamide OC(CNC(=O)C=1C=C(C=C(C1)O)C(=O)N)CO